CP(C=1C=CC=C2C(=CNC12)NC1=NC(=NC=C1C(F)(F)F)SC)(C)=O dimethyl-(3-((2-(methylthio)-5-(trifluoromethyl)pyrimidin-4-yl)amino)-1H-indol-7-yl)phosphine oxide